N-tert-Butoxycarbonyl-N-[(2R,3S)-4-chloro-2,3-dihydroxybutyl]carbamic acid tert-butyl ester C(C)(C)(C)OC(N(C[C@H]([C@@H](CCl)O)O)C(=O)OC(C)(C)C)=O